1-butyl-5-(diaminomethylene)-3-(piperidin-4-yl)pyrimidine-2,4,6(1H,3H,5H)-trione C(CCC)N1C(N(C(C(C1=O)=C(N)N)=O)C1CCNCC1)=O